IC1=C(OCCC=2C=NC=CC2)C=CC=C1 3-(2-(2-Iodophenoxy)ethyl)pyridine